3-(4,6-diphenyl-1,3,5-triazine-2-yl)-9-phenyl-9H-carbazole C1(=CC=CC=C1)C1=NC(=NC(=N1)C1=CC=CC=C1)C=1C=CC=2N(C3=CC=CC=C3C2C1)C1=CC=CC=C1